2-(2-isopropylphenyl)-7-methyl-9-(4-(pyridin-2-ylmethoxy)benzyl)-7,9-dihydro-8H-purin-8-one C(C)(C)C1=C(C=CC=C1)C1=NC=C2N(C(N(C2=N1)CC1=CC=C(C=C1)OCC1=NC=CC=C1)=O)C